ethyl 1-(cyclobutylmethyl)-6-iodo-4-oxo-1,4-dihydroquinoline-3-carboxylate C1(CCC1)CN1C=C(C(C2=CC(=CC=C12)I)=O)C(=O)OCC